3-(4-(4-((4'-chloro-[1,1'-biphenyl]-2-yl)methyl)piperazine-1-carbonyl)-1-oxoisoindoline-2-yl)piperidine-2,6-dione ClC1=CC=C(C=C1)C1=C(C=CC=C1)CN1CCN(CC1)C(=O)C1=C2CN(C(C2=CC=C1)=O)C1C(NC(CC1)=O)=O